tert-butyl (R)-2-(3-(fluoromethyl)bicyclo[1.1.1]pentan-1-yl)-3-oxohexahydroimidazo[1,5-a]pyrazine-7(1H)-carboxylate FCC12CC(C1)(C2)N2C(N1[C@@H](CN(CC1)C(=O)OC(C)(C)C)C2)=O